FC(C(=O)O)(F)F.O=C1NC(CC[C@H]1C1=C(C=C(C=C1F)N1C[C@@H](CC1)C(=O)O)F)=O |o1:13| (R)-1-(4-((S or R)-2,6-dioxopiperidin-3-yl)-3,5-difluorophenyl)pyrrolidine-3-carboxylic acid trifluoroacetate